3-[3-chloro-4-[(2,4-difluorobenzyl)oxy]-6-methyl-2-oxopyridin-1(2H)-yl]-2-methylbenzamide ClC=1C(N(C(=CC1OCC1=C(C=C(C=C1)F)F)C)C=1C(=C(C(=O)N)C=CC1)C)=O